(2,4-Dimethylthiophene-3-yl)carbamic acid tert-butyl ester C(C)(C)(C)OC(NC1=C(SC=C1C)C)=O